C(C1=CC=CC=C1)OC(C(CCC(=O)NC(C)(C)C)NC(=O)OCC1=CC=CC=C1)=O 2-(((benzyloxy)carbonyl)amino)-5-(tert-butylamino)-5-oxopentanoic acid benzyl ester